C1(=CC=C(C=C1)C[C@H](C[C@H](C(=O)OCC)C)NC(CCC(=O)[O-])=O)C1=CC=CC=C1.[K+] potassium 4-(((2S,4R)-1-([1,1'-biphenyl]-4-yl)-5-ethoxy-4-methyl-5-oxopentan-2-yl) amino)-4-oxobutyrate